ClC=1C=C(C(=NC1)OC)S(=O)(=O)NC1=NC=C(C(=C1F)C1=CC=C2C=C(N=CC2=C1F)NC)F 5-chloro-N-{3,5-difluoro-4-[8-fluoro-3-(methylamino)isoquinolin-7-yl]pyridin-2-yl}-2-methoxypyridine-3-sulfonamide